C1(CC1)N1N=CC(=C1CO[C@H]1[C@@H]2CN([C@H](C1)C2)C2=CC(=C(C(=O)NCCS(=O)(=O)C)C=C2)F)C2=C(C=CC=C2Cl)Cl 4-[(1S,4S,5R)-5-{[1-Cyclopropyl-4-(2,6-dichlorophenyl)-1H-pyrazol-5-yl]methoxy}-2-azabicyclo[2.2.1]heptan-2-yl]-2-fluoro-N-(2-methansulfonylethyl)benzamid